N1CNC(C2=CC=CC=C12)=O 2,3-dihydroquinazolin-4(1H)-one